[Fe-3](C#N)(C#N)(C#N)(C#N)(C#N)C#N.N(=O)[Zn+].N(=O)[Zn+].N(=O)[Zn+] nitrosozinc ferricyanide